6-(2,8-Dimethylimidazo[1,2-a]pyridin-6-yl)-4-fluoro-2-(1,2,3,6-tetrahydropyridin-4-yl)-1,3-benzothiazol-Hydrochlorid Cl.CC=1N=C2N(C=C(C=C2C)C2=CC3=C(N=C(S3)C=3CCNCC3)C(=C2)F)C1